2,3-Benzofuran C1=CC=C2C(=C1)C=CO2